CC1(OC=2C=C(C=C(C2C2C1CCC(=C2)C)O)CCCCC)C 6,6,9-trimethyl-3-pentyl-6a,7,8,10a-tetrahydrobenzo[c]chromen-1-ol